2-((1H-tetrazol-5-yl)methyl)-2-(((2R,3R,4S,5R)-5-(6-amino-2-chloro-9H-purin-9-yl)-4-fluoro-3-hydroxytetrahydrofuran-2-yl)methoxy)malonic acid N1N=NN=C1CC(C(=O)O)(C(=O)O)OC[C@H]1O[C@H]([C@H]([C@@H]1O)F)N1C2=NC(=NC(=C2N=C1)N)Cl